8-(1-acryloyl-4-piperidinyl)-2-((2-methoxy-4-(4-methyl-1-piperazinyl)phenyl)amino)-7(8H)-pteridinone C(C=C)(=O)N1CCC(CC1)N1C(C=NC=2C=NC(=NC12)NC1=C(C=C(C=C1)N1CCN(CC1)C)OC)=O